[F-].C(=C)C1C=CC2=CC=CC=C12 vinylindene fluoride